Ethyl (5-(2-(difluoromethoxy)-5-((4-oxo-3,4-dihydrophthalazin-1-yl)methyl)phenyl)-1H-benzoimidazol-2-yl)carbamate FC(OC1=C(C=C(C=C1)CC1=NNC(C2=CC=CC=C12)=O)C1=CC2=C(NC(=N2)NC(OCC)=O)C=C1)F